C1(CC1)CN[C@H]1CN(CCC1)C1=CC(NC=C1)=O 4-((R)-3-((cyclopropylmethyl)amino)piperidin-1-yl)pyridin-2(1H)-one